C(C1=CC=CC=C1)SC1=C(C=C(C=C1)C(F)(F)F)Br 1-benzylsulfanyl-2-bromo-4-(trifluoromethyl)benzene